C(C1=CC=CC=C1)[C@@H]1CN(CCN1C1=NC=C2C(=N1)N(N=C2C2=C(C(=C(C(=C2)C(F)(F)F)F)O)F)C)C(=O)OC Methyl (R)-3-benzyl-4-(3-(2,4-difluoro-3-hydroxy-5-(trifluoromethyl)phenyl)-1-methyl-1H-pyrazolo[3,4-d]pyrimidin-6-yl)piperazine-1-carboxylate